bis(2-propylheptyl)-1,2-cyclohexanedicarboxylate C(CC)C(COC(=O)C1C(CCCC1)C(=O)OCC(CCCCC)CCC)CCCCC